5,6-dihydroxyindoline-2-carboxylic acid methyl ester COC(=O)C1NC2=CC(=C(C=C2C1)O)O